C(CCC)[Sn](Cl)Cl Butyltin dichloride